C(C)(C)(C)OC(=O)N1[C@@H]([C@@H]2O[C@@H]2C1)C(NC1=NC(=CC=C1)Br)=O.NC1=CC=CC(=N1)S(=O)(=O)NC1=NC(=C(C=C1)Cl)C1=C(C=CC=C1)C([2H])([2H])[2H] 6-amino-N-(5-chloro-6-(2-(methyl-d3)phenyl)pyridin-2-yl)pyridine-2-sulfonamide (1S,2S,5R)-tert-Butyl-2-((6-bromopyridin-2-yl)carbamoyl)-6-oxa-3-azabicyclo[3.1.0]hexane-3-carboxylate